CC(C(=O)N1[C@H](COC2=C(C1)C(=CC(=C2)C(=O)O)F)C)(C)C (3S)-4-(2,2-dimethylpropanoyl)-6-fluoro-3-methyl-3,5-dihydro-2H-1,4-benzoxazepine-8-carboxylic acid